(3R)-3-amino-7-[5-(1-aminocyclohexyl)-1,3,4-oxadiazol-2-yl]-1,1-dioxo-5-[[4-[5-(trifluoromethyl)-1,2,4-oxadiazol-3-yl]phenyl]methyl]-2,3-dihydro-1λ6,5-benzothiazepine-4-One N[C@H]1CS(C2=C(N(C1=O)CC1=CC=C(C=C1)C1=NOC(=N1)C(F)(F)F)C=C(C=C2)C=2OC(=NN2)C2(CCCCC2)N)(=O)=O